BrC=1C=C(C(=O)NC2=NOC=C2)C=CC1C 3-bromo-N-(isoxazol-3-yl)-4-methylbenzamide